1-(((3S)-1-((3-cyano-1-azetidinyl)sulfonyl)-3-piperidinyl)carbonyl)-N-(pentafluorophenyl-methyl)-D-prolinamide C(#N)C1CN(C1)S(=O)(=O)N1C[C@H](CCC1)C(=O)N1[C@H](CCC1)C(=O)NCC1=C(C(=C(C(=C1F)F)F)F)F